NCCN1C=C(C2=C(C=C(C(=C12)Cl)Cl)OCC#N)C=1C=NNC1 2-[1-(2-Aminoethyl)-6,7-dichloro-3-(1H-pyrazol-4-yl)indol-4-yl]oxyacetonitrile